(±)-4-(3-(2-((2R)-2-hydroxy-7-azabicyclo[2.2.1]heptan-7-yl)acetyl)-2-methyl-5-(oxetan-3-ylethynyl)-1H-pyrrol-1-yl)benzonitrile O[C@H]1C2CCC(C1)N2CC(=O)C2=C(N(C(=C2)C#CC2COC2)C2=CC=C(C#N)C=C2)C